C(CCCCCC)[C@@H]1OC2=CC(=CC=C2[C@H](C1)NCC1=CC(=C(C=C1)F)Cl)OC trans-2-heptyl-4-(3-chloro-4-fluorobenzylamino)-7-methoxychroman